Cl.N1=C(C=CC2=CC=CC=C12)C(=O)O quinoline-2-carboxylate hydrochloride